(Z)-ethyl pent-2-enoate C(\C=C/CC)(=O)OCC